(1S)-1-Amino-5-(3a-bromo-4,7-dimethyl-1,3,8-trioxo-5,6-diphenyl-1,3,3a,4,7,7a-hexahydro-2H-4,7-methanoisoindol-2-yl)-1-(3-methyl-1,2,4-oxadiazol-5-yl)pentan N[C@@H](CCCCN1C(C2C3(C(=C(C(C2(C1=O)Br)(C3=O)C)C3=CC=CC=C3)C3=CC=CC=C3)C)=O)C3=NC(=NO3)C